N-[[6,7-dichloro-4-[(2-hydroxyacetyl)amino]-3-(1H-pyrazol-4-yl)-1H-indol-2-yl]methyl]-2-hydroxy-acetamide ClC1=CC(=C2C(=C(NC2=C1Cl)CNC(CO)=O)C=1C=NNC1)NC(CO)=O